mono-methyldichlorosilane C[SiH](Cl)Cl